ClC1=C(OC=2C=C(C(=NC2)OC)S(=O)(=O)Cl)C(=CC(=C1)[N+](=O)[O-])Cl 5-(2,6-bisChloro-4-nitro-phenoxy)-2-methoxy-pyridine-3-sulfonyl chloride